ClC1=C(C=C(C(=C1)NC1=CC(=CC=C1)OC)C)N=CN(C)CC N'-(2-chloro-4-((3-methoxyphenyl)amino)-5-methylphenyl)-N-ethyl-N-methylformimidamide